3-(4-(9-(4-((1S,2S)-1-(dimethylamino)-2-((6-methyl-5-oxo-5,6-dihydropyrido[2,3-d]pyridazin-8-yl)amino)propyl)benzoyl)-3,9-diazaspiro[5.5]undecan-3-yl)phenyl)piperidine-2,6-dione CN([C@H]([C@H](C)NC1=NN(C(C2=C1N=CC=C2)=O)C)C2=CC=C(C(=O)N1CCC3(CCN(CC3)C3=CC=C(C=C3)C3C(NC(CC3)=O)=O)CC1)C=C2)C